BrC1=C(SC=C1)/C=C/C(=O)N(C)OC (E)-3-(3-bromothiophen-2-yl)-N-methoxy-N-methylacrylamide